C1(CC1)COC1=C(C=CC(=N1)C(=O)N[C@H](C(=O)O)CC(C)C)N1CC(C1)OC (S)-2-(6-(Cyclopropylmethoxy)-5-(3-methoxyazetidin-1-yl)picolinamido)-4-methylpentanoic acid